N1CCC(CCC1)C=1C=C2C(=C(NC2=CC1)C1=C2C(=NC=C1)NN=C2)C(C)C 4-(5-(azepan-4-yl)-3-isopropyl-1H-indol-2-yl)-1H-pyrazolo[3,4-b]pyridine